(Z)-3,7,11,15-tetramethylhexadec-2-en-1-ol C/C(=C/CO)/CCCC(CCCC(CCCC(C)C)C)C